N-((1-methylpiperidin-4-yl)methyl)-1H-indole-2-carboxamide CN1CCC(CC1)CNC(=O)C=1NC2=CC=CC=C2C1